FC1=C(C=C(C=C1)N(C(=O)C=1C=CC=2N(C1)C(=CN2)C=2C=CC(=NC2)NC(OC)=O)C)O methyl N-[5-[6-[(4-fluoro-3-hydroxy-phenyl)-methyl-carbamoyl] imidazo[1,2-a]pyridin-3-yl]-2-pyridyl]carbamate